COC1=CC(=C(C2=C1N(N=N2)C)C)/C=C/C(=O)OCC (E)-Ethyl 3-(7-methoxy-1,4-dimethyl-1H-benzo[d][1,2,3]triazol-5-yl)acrylate